diethyl 2-(4-(tert-butyl) phenyl)-7,7-dimethyl-1,3-dioxo-2,3,5,12b-tetrahydro-1H,7H-chromeno[4,3-c][1,2,4]triazolo[1,2-a]pyridazin-10-yl phosphate P(=O)(OCC)(OCC)OC=1C=CC2=C(C1)OC(C=1C2N2N(CC1)C(N(C2=O)C2=CC=C(C=C2)C(C)(C)C)=O)(C)C